C(C)(=O)\C(=C(\C)/O)\C=1C=NN2C1C=C(C=C2)C=2SC(=C(N2)C2CC2)C(=O)OCC ethyl 2-[3-[(Z)-1-acetyl-2-hydroxy-prop-1-enyl] pyrazolo[1,5-a]pyridin-5-yl]-4-cyclopropyl-thiazole-5-carboxylate